6-(6-(1-(tert-butyl)-3-(4-chloro-3-fluorophenyl)-1H-pyrrolo[2,3-b]pyridine-6-carbonyl)-3,6-diazabicyclo[3.2.0]heptan-3-yl)-2,4-dimethylnicotinic acid C(C)(C)(C)N1C=C(C=2C1=NC(=CC2)C(=O)N2C1CN(CC1C2)C2=NC(=C(C(=O)O)C(=C2)C)C)C2=CC(=C(C=C2)Cl)F